OCCCCS(=O)(=O)O 4-hydroxybutanesulfonic acid